C(C)OC(=O)C1=NC(=CC=C1C=1C=NN(C1C)CC12CC3CC(CC(C1)C3)C2)N2CCCC3=C2N=NC(=C3C)NC=3SC2=C(N3)C=CC=C2 {1-[(adamantan-1-yl)methyl]-5-methyl-1H-pyrazol-4-yl}-6-{3-[(1,3-benzothiazol-2-yl)amino]-4-methyl-5H,6H,7H,8H-pyrido[2,3-c]pyridazin-8-yl}pyridine-2-carboxylic acid ethyl ester